2-(3-chloro-6-fluoropyridin-2-yl)-1,2,3,9-tetrahydro-4H-pyrido[3,4-b]indol-4-one ClC=1C(=NC(=CC1)F)N1CC=2NC3=CC=CC=C3C2C(C1)=O